C(C)OC1=C(C=CC(=N1)[C@@H](CS(=O)(=O)C)N1C(NC=2C1=NC=C(C2C)C2=CC=C(C=C2)F)=O)OC (S)-3-(1-(6-ethoxy-5-methoxypyridin-2-yl)-2-(methylsulfonyl)ethyl)-6-(4-fluorophenyl)-7-methyl-1H-imidazo[4,5-b]pyridin-2(3H)-one